C[C@@H]1CNCCN1 (R)-(-)-2-methylpiperazine